(±)-5-(4-(1-isopropyl-4-(trifluoromethyl)-1H-imidazol-2-yl)benzyl)-3-(2-isopropylphenyl)-5,6a,7,7a-tetrahydro-6H-cyclopropa[4,5]pyrido[2,3-d]pyrimidin-6-one C(C)(C)N1C(=NC(=C1)C(F)(F)F)C1=CC=C(CN2C(C3C(C=4C2=NC(=NC4)C4=C(C=CC=C4)C(C)C)C3)=O)C=C1